CN1N=CC(=C1)NCC#N 2-((1-methyl-1H-pyrazol-4-yl)amino)acetonitrile